CCCCCC(=O)/C=C/C=C\\CCCCCCCC(=O)[O-] The molecule is a polyunsaturated fatty acid anion that is the conjugate base of 13-oxo-9Z,11E-ODE, arising from deprotonation of the carboxylic acid function; major species at pH 7.3. It is a long-chain fatty acid anion, a polyunsaturated fatty acid anion, an oxo fatty acid anion and an oxooctadecadienoate. It is a conjugate base of a 13-oxo-9Z,11E-ODE.